(2,4-di-tert-butylphenol) 4,4'-biphenyl-bisphosphite P(O)(O)O.P(O)(O)O.C1=CC=C(C=C1)C1=CC=CC=C1.C(C)(C)(C)C1=C(C=CC(=C1)C(C)(C)C)O